CC1(C(C(=C(C(=C1C)C)C)C)C)CC1=CC(=C(C(=C1)C(C)(C)C)O)C(C)(C)C 1,3,5-trimethyl-2,4,6-trimethyl-(3',5'-di-tert-butyl-4'-hydroxybenzyl)benzene